Cl.Cl.CC1=CC=C(C=N1)NC=1C=C(C(=NC1)C=1N=NC(=CC1)N1C[C@@H](NCC1)C(C)C)O 5-[(6-methylpyridin-3-yl)amino]-2-{6-[(3S)-3-(propan-2-yl)piperazin-1-yl]pyridazin-3-yl}pyridin-3-ol dihydrochloride